NC=1N=NC(=CC1N1CCN(CC1)C(CCCCCCCCOC1=C2C(N(C(C2=CC=C1)=O)C1C(N(C(CC1)=O)C)=O)=O)=O)C1=C(C=CC=C1)O 4-((9-(4-(3-amino-6-(2-hydroxyphenyl)pyridazin-4-yl)piperazin-1-yl)-9-oxononyl)oxy)-2-(1-methyl-2,6-dioxopiperidin-3-yl)isoindoline-1,3-dione